C(#N)C=1C=CC(=C2C=CC=NC12)N1CC2(CC2(C1)C(F)(F)F)C(=O)NC1C(CN(CC1)C(=O)OC(C)(C)C)(F)F tert-butyl 4-(3-(8-cyanoquinolin-5-yl)-5-(trifluoromethyl)-3-azabicyclo[3.1.0]hexane-1-amido)-3,3-difluoropiperidine-1-carboxylate